[Ca].OC(C(=O)O)C(C)C hydroxy-β-methylbutyric acid calcium